3-(ethoxymethyl)-4-(4,4,5,5-tetramethyl-1,3,2-dioxaborolan-2-yl)benzaldehyde C(C)OCC=1C=C(C=O)C=CC1B1OC(C(O1)(C)C)(C)C